2-(4-((2-(3-(cyclopropylmethoxy)azetidin-1-yl)pyridin-4-yl)oxy)phenyl)-4-(2,6-difluorobenzyl)-2,4-dihydro-3H-1,2,4-triazol-3-one C1(CC1)COC1CN(C1)C1=NC=CC(=C1)OC1=CC=C(C=C1)N1N=CN(C1=O)CC1=C(C=CC=C1F)F